[O-]S(=O)(=O)C(F)(F)F.C(C)(C)(C)C1=CC=C(C=C1)[S+](C1=CC=CC=C1)C1=CC=CC=C1 (4-tert-butyl-Phenyl)Diphenylsulfonium Triflate